ClC=1C=C2C(=CC1)NC([C@@]21CN([C@@H](C1)C(=O)O)C([C@@H](N(C)C(=O)C=1NC2=CC(=CC(=C2C1)F)F)CC(C)C)=O)=O (3R,5'S)-5-chloro-1'-(N-(4,6-difluoro-1H-indole-2-carbonyl)-N-methyl-L-leucyl)-2-oxospiro[indoline-3,3'-pyrrolidine]-5'-carboxylic acid